methyl 2-(5-bromo-2-thienyl)acetate BrC1=CC=C(S1)CC(=O)OC